ClC=1C=C(C=CC1)C(CO)N1C(C2=CC(=CC=C2C1)C1=NC(=NC=C1)NC1CCC(CC1)O)=O 2-(1-(3-chlorophenyl)-2-hydroxyethyl)-6-(2-((4-hydroxycyclohexyl)amino)pyrimidin-4-yl)isoindolin-1-one